N-sec-butyl-N'-phenyl-o-phenylenediamine C(C)(CC)NC1=C(C=CC=C1)NC1=CC=CC=C1